3-Cyano-N'-((8-cyano-1,2,3,5,6,7-hexahydro-s-indacen-4-yl)carbamoyl)-5-(2-hydroxypropan-2-yl)benzenesulfonimidamide C(#N)C=1C=C(C=C(C1)C(C)(C)O)S(=O)(N)=NC(NC1=C2CCCC2=C(C=2CCCC12)C#N)=O